FC(C(=O)O)(F)F.FC(C(=O)O)(F)F.N1=CC=CC=C1 Pyridine bis(trifluoroacetic acid) salt